glyceryl tridecenoate C(C=CCCCCCCCCCC)(=O)OCC(O)CO